C(C1=CC=CC=C1)(=O)O[C@H](C(=O)O)[C@@H](C(=O)N(C)C)OC(C1=CC=CC=C1)=O.CN1C(CN2C=3C(=CC=CC13)[C@H]1[C@@H]2CCNC1)=O (6bR,10aS)-3-methyl-6b,7,8,9,10,10a-hexahydro-1H-pyrido[3',4':4,5]pyrrolo[1,2,3-de]quinoxalin-2(3H)-one (2S,3S)-2,3-bis(benzoyloxy)-4-(dimethylamino)-4-oxobutanoate